Cl.ClC1=C(C=C(C=C1)C(N1[C@@H](CN[C@H](C1)C)C)C1CC(C1)(F)F)C (2R,5S)-1-((4-Chloro-3-methylphenyl)(3,3-difluorocyclobutyl)methyl)-2,5-dimethylpiperazine hydrochloride